CN1CCN(CC1)C(=O)NC1=NC=CC(=C1)OC=1C(=NC(=CC1)[N+](=O)[O-])C 4-methyl-N-(4-((2-methyl-6-nitropyridin-3-yl)oxy)pyridin-2-yl)piperazine-1-carboxamide